4-(carbamoylamino)-2-(methylsulfanyl)-1,3-thiazole-5-carboxylic acid methyl ester COC(=O)C1=C(N=C(S1)SC)NC(N)=O